2,2-dimethyl-1,3-Dioxolane CC1(OCCO1)C